[PH2](O)=O.[PH2](O)=O.[PH2](O)=O.[PH2](O)=O diphosphinic acid (diphosphinate)